butyl p-toluenesulfonate CC1=CC=C(C=C1)S(=O)(=O)OCCCC